COC(=O)C=1C=CC2=C(N(C(=N2)CN2CCN(CC2)C(C2=CC(=CC=C2)OC2=C(C=C(C=C2)C)Cl)=O)C[C@H]2OCC2)C1.CC=1C=CC(=C(N)C1)CC(F)(F)F 5-methyl-2-(2,2,2-trifluoroethyl)aniline methyl-2-({4-[3-(2-chloro-4-methylphenoxy)benzoyl]piperazin-1-yl}methyl)-1-{[(2S)-oxetan-2-yl]methyl}-1H-1,3-benzodiazole-6-carboxylate